FC(C(=O)[O-])(F)F.C[NH+]1CCOCC1 4-methylmorpholin-4-ium 2,2,2-trifluoroacetate